1-(4-methylcyclohexyl)-3-(4-((tetrahydro-2H-pyran-4-yl)oxy)-3-(2-trityl-2H-tetrazol-5-yl)phenyl)urea CC1CCC(CC1)NC(=O)NC1=CC(=C(C=C1)OC1CCOCC1)C=1N=NN(N1)C(C1=CC=CC=C1)(C1=CC=CC=C1)C1=CC=CC=C1